BrC1=CC(=C(CN2C(C3=NC=CC=C3C2=O)([2H])[2H])C(=C1)C1CC1)Cl 6-(4-bromo-2-chloro-6-cyclopropylbenzyl)-6,7-dihydro-5H-pyrrolo[3,4-b]pyridin-5-one-7,7-d2